O=C1N(CC2=CC(=CC=C12)B1OC(C(O1)(C)C)(C)C)C1C(NC(CC1)=O)=O 3-(1-oxo-5-(4,4,5,5-tetramethyl-1,3,2-dioxaborolan-2-yl)isoindol-2-yl)piperidine-2,6-dione